C(C)(C)(C)C(CCC)OC(NC)=O N-methyl-carbamic acid tert-butylButyl ester